6-amino-2-((3,3-difluoro-1-methylpiperidin-4-yl)oxy)-3-(methoxy-d3)-benzonitrile NC1=CC=C(C(=C1C#N)OC1C(CN(CC1)C)(F)F)OC([2H])([2H])[2H]